(3-acetyl-5-(2-methylpyrazolo[1,5-a]pyrimidin-6-yl)-1H-indol-1-yl)acetic acid C(C)(=O)C1=CN(C2=CC=C(C=C12)C=1C=NC=2N(C1)N=C(C2)C)CC(=O)O